C[C@@H](C1=CC=C(C=C1)CC(C)C)C(=O)O (S)-(+)-ibuprofen